tert-butyl 5-(5-cyanopyridin-3-yl)-4,5-dihydro-1H-pyrazole-1-carboxylate C(#N)C=1C=C(C=NC1)C1CC=NN1C(=O)OC(C)(C)C